6-amino-N,N-bis(2-(((2S,3S,4S,5S,6R)-3,4,5-trihydroxy-6-(hydroxymethyl)tetrahydro-2H-pyran-2-yl)oxy)ethyl)hexanamide deoxyguanosine-5'-monophosphate P(=O)(O)(O)OC[C@@H]1[C@H](C[C@@H](O1)N1C=NC=2C(=O)NC(N)=NC12)O.NCCCCCC(=O)N(CCO[C@H]1O[C@@H]([C@H]([C@@H]([C@@H]1O)O)O)CO)CCO[C@H]1O[C@@H]([C@H]([C@@H]([C@@H]1O)O)O)CO